C12N(CCNC2C1)C1=CC=C2C(=NN(C2=C1)C)N1C(NC(CC1)=O)=O (6-{2,5-diazabicyclo[4.1.0]heptan-2-yl}-1-methylindazol-3-yl)-1,3-diazinane-2,4-dione